5-[3-{[(3-Azabicyclo[3.2.1]oct-8-yl)methyl]amino}-4-(trifluoromethyl)phenyl]-1,3,4-oxadiazol-2(3H)-one C12CNCC(CC1)C2CNC=2C=C(C=CC2C(F)(F)F)C2=NNC(O2)=O